C(C1=CC=CC=C1)OC(=O)C1C(=O)OC1 benzyloxycarbonyl-β-propiolactone